(R)-2-(4-cyclopropylphenyl)-N-(1-(3-methyl-1-(2,2,2-trifluoroethyl)-1H-pyrazolo[3,4-c]pyridin-5-yl)ethyl)acetamide C1(CC1)C1=CC=C(C=C1)CC(=O)N[C@H](C)C=1C=C2C(=CN1)N(N=C2C)CC(F)(F)F